ClC1=CC(=C(C=C1)C1=NC(=CN2C1=NC(=C(C2=O)C)C)[C@H]2C[C@@H](OCC2)C2=NOC(=N2)C2CC2)F |r| 9-(4-chloro-2-fluoro-phenyl)-7-[rac-(2R,4R)-2-(5-cyclopropyl-1,2,4-oxadiazol-3-yl)tetrahydropyran-4-yl]-2,3-dimethyl-pyrazino[1,2-a]pyrimidin-4-one